N-(((9H-fluoren-9-yl)methoxy)carbonyl)-N-methyl-L-phenylalanine C1=CC=CC=2C3=CC=CC=C3C(C12)COC(=O)N([C@@H](CC1=CC=CC=C1)C(=O)O)C